hexadecyl octyl diisopropylphosphoramidite C(C)(C)N(P(OCCCCCCCCCCCCCCCC)OCCCCCCCC)C(C)C